(R)-10-Hydroxystearate O[C@@H](CCCCCCCCC(=O)[O-])CCCCCCCC